CS(=O)(=O)N1CCC(CC1)COC=1C(C=C(OC1)CN1CC2=CC=C(C=C2C1)C(F)(F)F)=O 5-((1-(methyl-sulfonyl)piperidin-4-yl)methoxy)-2-((5-(trifluoromethyl)isoindolin-2-yl)methyl)-4H-pyran-4-one